(R)-1'-(5-Amino-1-((R or S)-1,1,1-trifluoro-3-methoxy-2-methylpropan-2-yl)-1H-pyrazole-4-carbonyl)-6-chloro-5-fluorospiro[benzo[d][1,3]oxazine-4,3'-piperidin]-2(1H)-one NC1=C(C=NN1[C@@](C(F)(F)F)(COC)C)C(=O)N1C[C@@]2(CCC1)C1=C(NC(O2)=O)C=CC(=C1F)Cl |o1:6|